(R)-1-isopropyl-4-(7-methoxy-2-methyl-4-((1-(2-methyl-3-(trifluoromethyl)phenyl)ethyl)amino)pyrido[2,3-d]pyrimidin-6-yl)piperidine-4-carbonitrile C(C)(C)N1CCC(CC1)(C#N)C1=CC2=C(N=C(N=C2N[C@H](C)C2=C(C(=CC=C2)C(F)(F)F)C)C)N=C1OC